1-(11Z,14Z-eicosadienoyl)-2-(9Z-nonadecenoyl)-glycero-3-phosphoserine CCCCCCCCC/C=C\CCCCCCCC(=O)O[C@H](COC(=O)CCCCCCCCC/C=C\C/C=C\CCCCC)COP(=O)(O)OC[C@@H](C(=O)O)N